C1(=CC(=CC(=C1)OP(O)(O)=O)OP(O)(O)=O)OP(O)(O)=O benzene-1,3,5-triyl-tris(phosphoric acid)